[(4S)-2-Oxooxazolidin-4-yl]methyl 3-[6-(2-chlorophenoxy)-3-pyridyl]azetidine-1-carboxylate ClC1=C(OC2=CC=C(C=N2)C2CN(C2)C(=O)OC[C@H]2NC(OC2)=O)C=CC=C1